FC(C(O)C1=CC(=C(C=N1)C=1C(N(C2=CC(=NC=C2C1)NC(=O)C1CC1)C)=O)C)(C)F N-(3-(6-(2,2-difluoro-1-hydroxypropyl)-4-methylpyridin-3-yl)-1-methyl-2-oxo-1,2-dihydro-1,6-naphthyridin-7-yl)cyclopropanecarboxamide